8-[1-(2,2-difluoroethyl)-3-methyl-1H-pyrazolo[3,4-b]pyrazin-6-yl]-2-[6-(trifluoromethyl)pyridin-3-yl]-2,8-diazaspiro[4.5]decan-1-one FC(CN1N=C(C=2C1=NC(=CN2)N2CCC1(CCN(C1=O)C=1C=NC(=CC1)C(F)(F)F)CC2)C)F